N-(5-Cyclopentyl-1H-pyrazol-3-yl)-2-[(3R)-3-(methoxymethyl)-1-piperidyl]pyrimidin-4-amine C1(CCCC1)C1=CC(=NN1)NC1=NC(=NC=C1)N1C[C@@H](CCC1)COC